N-(4-cyano-2-fluoro-phenyl)-5-[3-(trifluoromethyl)-2-pyridyl]-1H-pyrrole-3-sulfonamide C(#N)C1=CC(=C(C=C1)NS(=O)(=O)C1=CNC(=C1)C1=NC=CC=C1C(F)(F)F)F